pyrrolo[1,2-b][1,2,4]triazole N=1C=2N(NC1)C=CC2